O=C(CC(=O)OCC(C(C(C)C)OC(C(=C)C)=O)(C)C)C 3-(methacryloyloxy)-2,2,4-trimethylpentyl 3-oxobutanoate